OC1=C(C=C(C=C1)C(CC(=O)O)(C)C1=CC(=C(C=C1)O)C(C)(C)C)C(C)(C)C 3,3-bis-(4'-hydroxy-3'-tert-butyl-phenyl)butanoic acid